ClC1=NC=CC2=C1SC=1N=C(N=C(C12)N1CCOC[C@](C1)(O)C)S(=O)(=O)C (S)-4-(8-chloro-2-(methylsulfonyl)pyrido[4',3':4,5]thieno[2,3-d]pyrimidin-4-yl)-6-methyl-1,4-oxazepan-6-ol